ClC1=C(C=C2C=C(N=CC2=C1)NC(=O)[C@@H]1C(C1)C1CCOCC1)N1CCN(CC1)[C@]1(COC[C@H]1F)C (S)-N-[7-chloro-6-[4-((3S,4S)-4-fluoro-3-methyl-tetrahydrofuran-3-yl)piperazin-1-yl]-3-isoquinolyl]-2-tetrahydropyran-4-yl-cyclopropanecarboxamide